NC(C(=O)O)CC=1N=NC(=NN1)C1=CC(=CC(=C1)F)F 2-amino-3-(6-(3,5-difluorophenyl)-1,2,4,5-tetrazin-3-yl)propanoic acid